5-(4-(cyclopropyl(pyridin-3-yl)methoxy)phenyl)-2-oxo-6-(trifluoromethyl)-1,2-dihydropyridine-3-carboxamide C1(CC1)C(OC1=CC=C(C=C1)C=1C=C(C(NC1C(F)(F)F)=O)C(=O)N)C=1C=NC=CC1